acrylic acid bicyclo[6.4.2]Tetradecyl ester C12(CCCCCCC(CCCC1)CC2)OC(C=C)=O